3-((7-(5-chloro-1-(2-(piperidin-2-yl)ethyl)-1H-indol-7-yl)thieno[3,2-b]pyridin-2-yl)methyl)-6,6-dimethyl-3-azabicyclo[3.1.0]hexane-2,4-dione trifluoroacetate salt FC(C(=O)O)(F)F.ClC=1C=C2C=CN(C2=C(C1)C1=C2C(=NC=C1)C=C(S2)CN2C(C1C(C1C2=O)(C)C)=O)CCC2NCCCC2